4-(4-(aminomethyl)-3-(trifluoromethyl)phenyl)phthalazin-1(2H)-one hydrochloride Cl.NCC1=C(C=C(C=C1)C1=NNC(C2=CC=CC=C12)=O)C(F)(F)F